C(CCCCCCCC=CCCCCCC)(=O)OCCCN(CCCOC(CCCCCCCC=CCCCCCC)=O)CCCN(CCO)CCCOC(CCCCCCC\C=C/CCCCCC)=O (9Z,9'Z)-((3-((3-((Z)-hexadec-9-enoyloxy)propyl)(2-hydroxyethyl)amino)propyl)azanediyl)bis(propane-3,1-diyl) bis(hexadec-9-enoate)